N-[3-(1-methyl-4-oxo-1,4-dihydroquinolin-6-yl)phenyl]prop-2-enamide CN1C=CC(C2=CC(=CC=C12)C=1C=C(C=CC1)NC(C=C)=O)=O